(trifluoromethyl)-4H-1,2,4-triazole FC(F)(F)C1=NN=CN1